C(C1=CC=CC=C1)NCC1=CC(=CC=C1)CNCC1=CC=CC=C1 N,N'-dibenzyl-1,3-bis(aminomethyl)benzene